CC1(CNCC[C@@H]1CN1CCN(CC1)C1=CC=C2C(=NN(C2=C1)C)C1C(NC(CC1)=O)=O)C 3-(6-(4-(((S)-3,3-dimethylpiperidin-4-yl)methyl)piperazin-1-yl)-1-methyl-1H-indazol-3-yl)piperidine-2,6-dione